7-[(3R,4R)-3,4-Dihydroxypyrrolidin-1-yl]-6-fluoro-4-oxo-N-[(1S)-1-phenylethyl]-1-(2,4,6-tri-fluorophenyl)-1,4-dihydro-1,8-naphthyridine-3-carboxamide O[C@@H]1CN(C[C@H]1O)C1=C(C=C2C(C(=CN(C2=N1)C1=C(C=C(C=C1F)F)F)C(=O)N[C@@H](C)C1=CC=CC=C1)=O)F